(S)-N-((S)-1-cyano-2-(4-(3-methyl-2-oxo-2,3-dihydrobenzo[d]oxazol-5-yl)phenyl)ethyl)-1,4-oxazocane-2-carboxamide C(#N)[C@H](CC1=CC=C(C=C1)C=1C=CC2=C(N(C(O2)=O)C)C1)NC(=O)[C@H]1OCCCCNC1